CNC(=O)C=1N=C(C2=CC=CC=C2C1)N1CCCC2=CC(=C(C=C12)Cl)C=1C=NN(C1)C 1-[7-chloro-6-(1-methyl-1H-pyrazol-4-yl)-3,4-dihydro-2H-quinolin-1-yl]-isoquinoline-3-carboxylic acid methylamide